N[C@@H](CCC(=O)O)C(=O)N[C@@H](CSCC=C)C(=O)O L-glutamyl-S-allyl-L-cysteine